(R)-2-(3-((5-(3-(1-(3-(((4-methyl-5-(pyrimidin-4-yl)-4H-1,2,4-triazol-3-yl)methyl)amino)benzamido)ethyl)phenoxy)pentyl)oxy)propoxy)acetic acid CN1C(=NN=C1C1=NC=NC=C1)CNC=1C=C(C(=O)N[C@H](C)C=2C=C(OCCCCCOCCCOCC(=O)O)C=CC2)C=CC1